methylene dichloride dimethyl-carbonate COC(OC)=O.C(Cl)Cl